N1C(=O)NC(=O)C1 cis-hydantoin